COC1=CC=C(C(=N1)CC(C)=O)[N+](=O)[O-] 1-(6-Methoxy-3-nitropyridin-2-yl)propan-2-one